N1=CN=C(C=C1)C1=NNC2=CC=CC=C12 (4-Pyrimidinyl)Indazole